N1(C=NC=C1)C=1C=C(C=C(C1)OC)NC1=CC=NC2=CC(=C(C=C12)OC)OC N-(3-(1H-Imidazol-1-yl)-5-Methoxyphenyl)-6,7-dimethoxyquinolin-4-amine